2-hydroxy-4-(5,7-dihydroxy-8-methoxy-4-oxo-4H-chromen-2-yl)phenolate OC1=C(C=CC(=C1)C=1OC2=C(C(=CC(=C2C(C1)=O)O)O)OC)[O-]